7-(1-(adamantan-1-ylmethyl)-5-methyl-1H-pyrazol-4-yl)-2,2-dimethyl-3-oxo-3,4-dihydro-2H-pyrido[3,2-b][1,4]oxazine-8-carboxylic acid methyl ester COC(=O)C1=C(C=NC2=C1OC(C(N2)=O)(C)C)C=2C=NN(C2C)CC21CC3CC(CC(C2)C3)C1